(E)-1-(4-methoxyphenyl)-3-phenylpropan-2-en-1-one COC1=CC=C(C=C1)C(\C=C\C1=CC=CC=C1)=O